cyclohexyl-tributoxy-silane C1(CCCCC1)[Si](OCCCC)(OCCCC)OCCCC